6-chloro-3-(5-chloro-2-methoxyphenyl)-3-methyl-1H-pyrrolo[3,2-c]pyridin-2(3H)-one ClC1=CC2=C(C=N1)C(C(N2)=O)(C)C2=C(C=CC(=C2)Cl)OC